methyl 2-(2-((tert-butyldiphenylsilyl) oxy) propionamido)-5-methylthiophene-3-carboxylate [Si](C1=CC=CC=C1)(C1=CC=CC=C1)(C(C)(C)C)OC(C(=O)NC=1SC(=CC1C(=O)OC)C)C